9-(2-chloro-2-deoxy-beta-D-arabinofuranosyl)-9H-purin-6-amine Cl[C@@H]1[C@@H](O[C@@H]([C@H]1O)CO)N1C2=NC=NC(=C2N=C1)N